C(C1=CC=CC=C1)(=O)O[C@H](C(=O)OCC)CC1=C(C=CC(=C1)O[Si](C)(C)C(C)(C)C)OCC1=CC=CC=C1 (S)-3-(2-(Benzyloxy)-5-((tert-butyldimethylsilyl)oxy)phenyl)-1-ethoxy-1-oxopropan-2-yl benzoate